BrC=1C=C(N(C1)C1=NC=C(C(=O)OC)C=C1[N+](=O)[O-])C(=O)OC methyl 6-(4-bromo-2-(methoxycarbonyl)-1H-pyrrol-1-yl)-5-nitronicotinate